BrC1=CN=C2N1CCN(C2)C(=O)OC(C)(C)C Tert-butyl 3-bromo-5,6-dihydroimidazo[1,2-a]pyrazine-7(8H)-carboxylate